ClC=1N=C(N=NC1CO)N1CC(CCC1)N1C(N(CC1)C1CCCCC1)=O 5-Chloro-3-(3-(3-cyclohexyl-2-oxoimidazolin-1-yl)piperidin-1-yl)-1,2,4-triazine-6-methanol